N-(4-((tert-butyldiphenylsilyl)oxy)-3-cyanobutanoyl)-N-methyl-L-valine [Si](C1=CC=CC=C1)(C1=CC=CC=C1)(C(C)(C)C)OCC(CC(=O)N([C@@H](C(C)C)C(=O)O)C)C#N